(R)-N-(8,9-difluoro-6-oxo-1,4,5,6-tetrahydro-2H-pyrano[3,4-c]isoquinolin-1-yl)-N-methyl-3-(methylsulphonamido)benzamide FC=1C(=CC=2C3=C(NC(C2C1)=O)COC[C@@H]3N(C(C3=CC(=CC=C3)NS(=O)(=O)C)=O)C)F